CC=1C=C(C=CC1)C1=CC(=CC=C1)C1=CC(=CC=C1)C 3,3''-dimethyl-[1,1':3',1''-terphenyl]